FC(C(=O)O)(F)F.CC(C(=O)OCC(COC(C(CCCCCC)C)=O)OC(CCCNCCCC(=O)OC(COC(C(CCCCCC)C)=O)COC(C(CCCCCC)C)=O)=O)CCCCCC [3-(2-methyloctanoyloxy)-2-[4-[[4-[2-(2-methyloctanoyloxy)-1-(2-methyloctanoyloxymethyl)ethoxy]-4-oxo-butyl]amino]butanoyloxy]propyl] 2-methyloctanoate trifluoroacetic acid salt